C1(CCC1)CNC(C=1NC2=CC(=CC=C2C1)CNC(=O)C=1N=C2N(C(C1)=O)C=CC=C2)([2H])[2H] N-[[2-[(Cyclobutylmethylamino)-dideuterio-methyl]-1H-indol-6-yl]methyl]-4-oxo-pyrido[1,2-a]pyrimidine-2-carboxamide